FC1=CC=C(C=C1)[C@@H]1C2=C(NC([C@H]1NC(C1=CC(=CC=C1)C(F)(F)F)=O)=O)N(N=C2C2(CC2)NC([O-])=O)C2=CC=CC=C2 1-[(4R,5S)-4-(4-fluorophenyl)-6-oxo-1-phenyl-5-[3-(trifluoromethyl)benzamido]-4H,5H,7H-pyrazolo[3,4-b]pyridin-3-yl]cyclopropylcarbamate